2-(2-azaspiro[3.3]heptan-6-yl)-8-fluoro-3,4-dihydro-1H-isoquinoline-6-carbohydroxamic acid C1NCC12CC(C2)N2CC1=C(C=C(C=C1CC2)C(=O)NO)F